OC[C@H](C1=CC=CC=C1)NC1=CC(=NC=C1C1=NC2(CO1)CCOCC2)NC2=CC1=C(B(OC1(C)C)O)C=C2 (S)-5-((4-((2-hydroxy-1-phenylethyl)amino)-5-(3,8-dioxa-1-azaspiro[4.5]dec-1-en-2-yl)pyridin-2-yl)amino)-3,3-dimethylbenzo[c][1,2]oxaborol-1(3H)-ol